2-fluoro-1-(3-(3-(4-(trifluoromethyl)phenyl)-1H-pyrazolo[3,4-b]pyridin-1-yl)azetidin-1-yl)prop-2-en-1-one FC(C(=O)N1CC(C1)N1N=C(C=2C1=NC=CC2)C2=CC=C(C=C2)C(F)(F)F)=C